2-({1-[(2-methoxynaphthalen-1-yl)methyl]naphthalen-2-yl}oxy)aniline COC1=C(C2=CC=CC=C2C=C1)CC1=C(C=CC2=CC=CC=C12)OC1=C(N)C=CC=C1